3,4-dihydroxythiophene sulfite S(=O)(O)O.OC1=CSC=C1O